CC(C[C@@H](C(N[C@H](C=O)C[C@H]1C(NCC1)=O)=O)NC(OCC1C[C@H]2CC=C[C@@H](C1)C2)=O)C ((1S,5R)-Bicyclo[3.3.1]non-6-en-3-yl)methyl ((S)-4-methyl-1-oxo-1-(((S)-1-oxo-3-((S)-2-oxopyrrolidin-3-yl)propan-2-yl)amino)pentan-2-yl)carbamate